3,4-dimethoxyphenyl isocyanate COC=1C=C(C=CC1OC)N=C=O